S1C(=NC2=C1C=CC=C2)CN2CCN(CC2)C=2C(=NC=C(C2)CC)C#N 3-[4-(1,3-benzothiazol-2-ylmethyl)piperazin-1-yl]-5-ethyl-pyridine-2-carbonitrile